5-Chloro-2-pyridyl-triflimide ClC=1C=CC(=NC1)N(S(=O)(=O)C(F)(F)F)S(=O)(=O)C(F)(F)F